1-allyl-N-((1S)-2-((4-(3,5-dimethyl-1H-pyrazol-4-yl)phenyl)amino)-1-(4-methylcyclohexyl)-2-oxoethyl)-1H-pyrazole-5-carboxamide C(C=C)N1N=CC=C1C(=O)N[C@H](C(=O)NC1=CC=C(C=C1)C=1C(=NNC1C)C)C1CCC(CC1)C